C(C)OC(=O)C=1C(=C(NC1)C1=CC=C(C=C1)C(F)(F)F)C1=CC(=CC=C1)S(=O)C (3-(methylsulfinyl)phenyl)-2-(4-(trifluoromethyl)phenyl)Azole-4-carboxylic acid ethyl ester